NC1=C(C=C(C(=O)NC2=NC=C(N=C2)C)C=C1)F 4-amino-3-fluoro-N-(5-methylpyrazin-2-yl)benzamide